C1(CCCCCC\C=C\CCCCCCC1)=O trans-8-Cyclohexadecen-1-on